ClC=1C=C(C=NC1F)S(=O)(=O)Cl 5-chloro-6-fluoro-pyridine-3-sulfonyl chloride